(2-(trifluoromethyl)thiazol-5-yl)methanone FC(C=1SC(=CN1)C=O)(F)F